C(=O)(OC(C)(C)C)N1C=C(C2=CC=CC=C12)C1=CC(=C(C=C1)O)C N-Boc-3-(4-hydroxy-3-methylphenyl)-indole